FC(C(=O)O)(F)F.N1=CC=CC2=CC=C(C=C12)OC=1N=NNC1C(=O)O 4-(quinolin-7-yloxy)-1H-1,2,3-triazole-5-carboxylic acid 2,2,2-trifluoroacetate